4'-fluoro-1'-[3-(morpholine-4-sulfonyl)benzoyl]-1',2'-dihydrospiro[cyclopentane-1,3'-indole] FC1=C2C3(CN(C2=CC=C1)C(C1=CC(=CC=C1)S(=O)(=O)N1CCOCC1)=O)CCCC3